3-tert-butyl-6-[(5-methylthiophen-2-yl)methyl]-8-(morpholin-4-yl)pyrido[2,3-e][1,2,4]triazolo[4,3-c]pyrimidin-5(6H)-one C(C)(C)(C)C1=NN=C2N1C(N(C1=C2N=CC(=C1)N1CCOCC1)CC=1SC(=CC1)C)=O